BrC=1N=C(C=NC1C#N)C1(CC1)C(=O)N (5-bromo-6-cyanopyrazin-3-yl)cyclopropanecarboxamide